methyl 2-[3-(4-{5-[3-(2-hydroxyphenyl)-5-methylthieno[2,3-c]pyridazin-6-yl]pyrimidin-2-yl}piperazin-1-yl)-1,2-oxazol-5-yl]-3-methylbutanoate OC1=C(C=CC=C1)C1=CC2=C(N=N1)SC(=C2C)C=2C=NC(=NC2)N2CCN(CC2)C2=NOC(=C2)C(C(=O)OC)C(C)C